N1=CNC2=C1C=C(C=C2)C(=O)[O-] benzimidazole-6-carboxylate